C(CC)(=O)N1C=CC2=CC(=CC=C12)C=1N(C=C(N1)C(=O)OC)COCC[Si](C)(C)C methyl 2-(1-propionylindol-5-yl)-1-((2-(trimethylsilyl) ethoxy) methyl)-1H-imidazole-4-carboxylate